N-(carbamoylmethyl)taurine C(N)(=O)CNCCS(=O)(=O)O